BrC=1C=C(CNCCCCOC2CN(C2)C2=NC3=C(C4=CN=CC=C24)C=CC=C3)C=C(C1)OC(F)(F)F 5-(3-(4-((3-bromo-5-(trifluoro-methoxy)benzyl)amino)butoxy)azetidin-1-yl)benzo[c][2,6]naphthyridine